1-amino-3-chloro-cyclobutane NC1CC(C1)Cl